ClC1=CC(=C(C=C1)C1=NC(=CC=2C1=NC(=C(N2)C)C)N2C[C@@H](OCC2)C=2C=NN(C2)C2CC2)F (2S)-4-[5-(4-chloro-2-fluoro-phenyl)-2,3-dimethyl-pyrido[3,4-b]pyrazin-7-yl]-2-(1-cyclopropylpyrazol-4-yl)morpholine